O=C1NC(CCC1N1C(C2=C(C=C(C(=C2C1=O)F)F)C1CCNCC1)=O)=O 2-(2,6-dioxopiperidin-3-yl)-4,5-difluoro-7-(piperidin-4-yl)isoindoline-1,3-dione